5-(5-amino-2-[[3-(difluoromethoxy)pyridin-2-yl]methyl]-7-(4-fluorophenyl)-[1,2,4]triazolo[1,5-c]pyrimidin-8-yl)-1-methyl-1,2-dihydropyridin-2-one NC1=NC(=C(C=2N1N=C(N2)CC2=NC=CC=C2OC(F)F)C=2C=CC(N(C2)C)=O)C2=CC=C(C=C2)F